C(C1=CC=CC=C1)OC[C@H](NS(=O)(=O)C1=C(C(=C(C(=C1F)F)F)F)F)C(=O)OC(C)(C)C tert-butyl O-benzyl-N-((perfluorophenyl)sulfonyl)-L-serinate